C(C)C=1N(C=2N(C(C1N1CCNCC1)=O)N=C(N2)N2CCOCC2)CC(=O)NC2=C(C=C(C=C2)C(F)(F)F)C 2-(5-ethyl-2-morpholino-7-oxo-6-(piperazin-1-yl)-[1,2,4]triazolo[1,5-a]pyrimidin-4(7H)-yl)-N-(2-methyl-4-(trifluoromethyl)phenyl)acetamide